C1(CC1)C1=NN(C(=C1C(F)(F)F)C(=O)OCC)CC1(CC2(C1)CCC2)F Ethyl 3-cyclopropyl-1-((2-fluorospiro[3.3]heptan-2-yl)methyl)-4-(trifluoromethyl)-1H-pyrazole-5-carboxylate